C(CCCCCCCCCC(=O)OC)(=O)OC Undecanedioic acid, dimethyl ester